rac-(7S)-7-tert-butyl-N-[rac-(1R)-1-[4-(3,5-dimethyl-1H-pyrazol-4-yl)phenyl]-3-(4-hydroxy-1-piperidyl)propyl]-5,6,7,8-tetrahydrothiazolo[5,4-b]quinoline-2-carboxamide C(C)(C)(C)[C@@H]1CC=2C=C3C(=NC2CC1)SC(=N3)C(=O)N[C@H](CCN3CCC(CC3)O)C3=CC=C(C=C3)C=3C(=NNC3C)C |r|